[C@@H]1([C@H](CCC1)C(=O)O)C(=O)O cis-cyclopentane-1,2-dicarboxylic acid